C[Si](NC(C(Cl)Cl)=O)(C)C N-trimethylsilyldichloroacetamide